C(C)O/C=C/C=1C=C(C=CC1C(F)(F)F)CC(=O)O 2-[3-[(E)-2-ethoxyvinyl]-4-(trifluoromethyl)phenyl]acetic acid